CCOC/C=C/C1=CC2=C(C(=C1)OC)O[C@@H]([C@H]2CO)C3=CC(=C(C=C3)O)OC The molecule is a neolignan isolated from the stems of Sinocalamus affinis. It has a role as a plant metabolite. It is a member of benzofurans, a neolignan and a member of guaiacols.